C(C)OC(=O)C=1N(C2=CC=C(C=C2C1)CNNS(=O)(=O)CC1=CC=CC=C1)CC#N (E)-1-(cyanomethyl)-5-((2-toluenesulfonylhydrazino)methyl)-1H-indole-2-carboxylic acid ethyl ester